(S)-3-cyano-5-(1,3-dioxolan-2-yl)-2,4-difluoro-N'-hydroxy-N-(1-hydroxypropan-2-yl)benzamidine C(#N)C=1C(=C(C(=NO)N[C@H](CO)C)C=C(C1F)C1OCCO1)F